bismuth maleic acid C(\C=C/C(=O)O)(=O)O.[Bi]